C(C)(C)OC1=CC=2CC3=CC=CC=C3NC2C=C1 2-isopropoxyacridan